2-methyl-5-oxooxolane CC1OC(CC1)=O